cis-(2R,6R)-N-[4-fluoropyrrolidin-3-yl]-6-methyl-4-(8-methyl-5-quinolyl)morpholine-2-carboxamide F[C@@H]1[C@@H](CNC1)NC(=O)[C@H]1CN(C[C@H](O1)C)C1=C2C=CC=NC2=C(C=C1)C